ClC1=CC=C(C(=N1)C(=O)O)N[C@H](C)C=1C=C(C=C2C(N(C(=NC12)C1CC1)C)=O)C (R)-6-chloro-3-(1-(2-cyclopropyl-3,6-dimethyl-4-oxo-3,4-dihydroquinazolin-8-yl)ethylamino)picolinic acid